ClC=1C(=NC(=NC1)NC=1C=NNC1)C1=CN(C2=CC=CC=C12)S(=O)(=O)C1=CC=CC=C1 5-chloro-4-(1-(benzenesulfonyl)-1H-indol-3-yl)-N-(1H-pyrazol-4-yl)pyrimidin-2-amine